N1(N=CN=C1)C1=NNC2=CC=C(C=C12)N 3-(1H-1,2,4-triazol-1-yl)-1H-indazol-5-amine